(4S)-4-((1-(tert-Butoxycarbonyl)-5,5-dimethyl-2-oxopyrrolidin-3-yl)methyl)-2,2-dimethyloxazolidine-3-carboxylic acid tert-butyl ester C(C)(C)(C)OC(=O)N1C(OC[C@@H]1CC1C(N(C(C1)(C)C)C(=O)OC(C)(C)C)=O)(C)C